C1[C@H]([C@H](OC2=C1C(=CC(=C2[C@@H]3[C@H]([C@H](OC4=C3C(=CC(=C4[C@@H]5[C@H]([C@H](OC6=C5C(=CC(=C6[C@@H]7[C@H]([C@H](OC8=C(C(=CC(=C78)O)O)[C@@H]9[C@H]([C@H](OC1=C(C(=CC(=C91)O)O)[C@@H]1[C@H]([C@H](OC2=CC(=CC(=C12)O)O)C1=CC(=C(C=C1)O)O)O)C1=CC(=C(C=C1)O)O)O)C1=CC(=C(C=C1)O)O)O)O)O)C1=CC(=C(C=C1)O)O)O)O)O)C1=CC(=C(C=C1)O)O)O)O)O)C1=CC(=C(C=C1)O)O)O The molecule is a proanthocyanidin isolated from Cinnamomum cassia. It has a role as a plant metabolite. It is a proanthocyanidin and a hydroxyflavan.